NC1=NC=NC(=N1)C1=CC=C(C=C1)F 4-amino-6-(4-fluorophenyl)-1,3,5-triazine